BrC1=CC=C(C=C1)CNC 1-(4-bromophenyl)-N-methylmethanamine